The molecule is an N-acyl-1-O-beta-D-glucosyl-15-methylhexadecasphing-4-enine in which the acyl group has 20 carbons and 0 double bonds. It derives from a 15-methylhexadecasphing-4-enine. CCCCCCCCCCCCCCCCCCCC(=O)N[C@@H](CO[C@H]1[C@@H]([C@H]([C@@H]([C@H](O1)CO)O)O)O)[C@@H](/C=C/CCCCCCCCCC(C)C)O